NC1=C2C(=NC=N1)N(N=C2C2=CC=C(C=C2)OC2=CC=CC=C2)C2CCN(CC2)C(CCCSC2=C1C(N(C(C1=CC=C2)=O)C2C(NC(CC2)=O)=O)=O)=O 4-((4-(4-(4-amino-3-(4-phenoxyphenyl)-1H-pyrazolo[3,4-d]pyrimidin-1-yl)piperidine-1-yl)-4-oxobutyl)thio)-2-(2,6-dioxopiperidin-3-yl)isoindoline-1,3-dione